racemic-3-((2S,2S)-2-(6-(2,4-dimethoxypyrimidin-5-yl)imidazo[1,2-b]pyridazin-8-yl)cyclopropyl)benzoic acid COC1=NC=C(C(=N1)OC)C=1C=C(C=2N(N1)C=CN2)[C@@H]2[C@@H](C2)C=2C=C(C(=O)O)C=CC2 |&1:20|